ClC1=CC=C(C(=O)C2=C(C=CC(=C2)OC)C=2C(N(C=CC2/C=C/C(=O)OCC)C)=O)C=C1 (E)-ethyl 3-((2-(4-chlorobenzoyl)-4-methoxyphenyl)-1-methyl-2-oxo-1,2-dihydropyridin-4-yl)acrylate